3-(3,4-Difluorophenyl)-4-isocyanato-2-(trifluoromethyl)-6,7-dihydro-5H-cyclopenta[b]pyridine FC=1C=C(C=CC1F)C=1C(=C2C(=NC1C(F)(F)F)CCC2)N=C=O